ClCCCC(=O)N(C)C1=NN(C(=C1)C)C(CCCCl)=O 4-chloro-N-[1-(4-chlorobutyryl)-5-methyl-pyrazol-3-yl]-N-methyl-butyramide